tert-butyl 4-[[2-[3-[methyl-(2-methyl-1,3-benzoxazol-6-yl)carbamoyl]phenyl]-5-(trifluoromethyl)pyrazol-3-yl]oxymethyl]benzoate CN(C(=O)C=1C=C(C=CC1)N1N=C(C=C1OCC1=CC=C(C(=O)OC(C)(C)C)C=C1)C(F)(F)F)C1=CC2=C(N=C(O2)C)C=C1